O=C1C=C(C2=C(N1)C=CS2)C(=O)O 5-oxo-4,5-dihydrothieno[3,2-b]pyridine-7-carboxylic acid